COCC=1N=C(C=2OCCNC2N1)N (methoxymethyl)-7,8-dihydro-6H-pyrimido[5,4-b][1,4]oxazin-4-amine